Cl.F\C=C(\CN)/COC=1C=C2C(=NC1)NC=C2 (Z)-3-fluoro-2-(1H-pyrrolo[2,3-b]pyridin-5-yloxymethyl)prop-2-en-1-amine hydrochloride